ClC1=C(C=C2C(=CNC2=C1)C(=O)O)C=1C(=NC(=CC1)N1CC2(CC2C1)O)OC racemic-6-chloro-5-(6-(1-hydroxy-3-azabicyclo[3.1.0]hexan-3-yl)-2-methoxypyridin-3-yl)-1H-indole-3-carboxylic acid